C(#N)CN(S(=O)(=O)C)C1=CC=C(C=C1)C1=NC(=NC=C1)NC1=CC(=C(C=C1)N1CCOCC1)C(F)(F)F N-(cyanomethyl)-N-(4-(2-(4-morpholino-3-(trifluoromethyl)phenylamino)pyrimidin-4-yl)phenyl)methane-sulfonamide